2-(4-{[4-(2,6-dimethylpyridine-4-yl)-1-methyl-1H-pyrazol-3-yl]methoxy}phenyl)-3-Methylquinolin CC1=NC(=CC(=C1)C=1C(=NN(C1)C)COC1=CC=C(C=C1)C1=NC2=CC=CC=C2C=C1C)C